4-(4-chlorobenzyl)-5-oxo-2-(4-(pyridin-2-yloxy)phenyl)-4,5-dihydropyrazol ClC1=CC=C(CC2CN(NC2=O)C2=CC=C(C=C2)OC2=NC=CC=C2)C=C1